4-(4-((2,9-diazaspiro[5.5]undec-9-yl)methyl)piperidin-1-yl)-2-methoxy-5-(1-methyl-1H-pyrazol-4-yl)aniline C1NCCCC12CCN(CC2)CC2CCN(CC2)C2=CC(=C(N)C=C2C=2C=NN(C2)C)OC